6-(Naphthalen-2-yl)indazolo[3,2-a]isoquinoline C1=C(C=CC2=CC=CC=C12)C=1N2C(C=3C=CC=CC3C1)=C1C=CC=CC1=N2